C(C1=CC=CC=C1)N1C(C(=CC(=C1)C(=O)N[C@@H]1[C@H](C1)CCO)C(=O)NC)=O 1-benzyl-N5-((1S,2R)-2-(2-hydroxyethyl)cyclopropyl)-N3-methyl-2-oxo-1,2-dihydropyridine-3,5-dicarboxamide